9-(4-tert-butylphenyl)-3,4-dihydropyrido[2,1-c][1,2,4]thiadiazine 2,2-dioxide C(C)(C)(C)C1=CC=C(C=C1)C1=CC=CN2C1=NS(CC2)(=O)=O